COC(CCS)=O 3-mercaptopropanoic acid methyl ester